Ethoxy-ethoxy-ethyl-acrylat C(C)OC(=C(C(=O)[O-])CC)OCC